C1(CCC1)C=1C(=NN(C1C=1C=NC(=CC1)OC(F)F)C)NC(C[C@H]1C(C(C1)(F)F)(F)F)=O (R)-N-(4-cyclobutyl-5-(6-(difluoromethoxy)pyridin-3-yl)-1-methyl-1H-pyrazol-3-yl)-2-(2,2,3,3-tetrafluorocyclobutyl)acetamide